(4-chlorophenyl)-3-(3-hydroxycyclohexyl)-8-(1-methyl-1H-pyrazol-4-yl)pyrido[3,4-d]pyrimidin-4(3H)-one ClC1=CC=C(C=C1)C=1N(C(C2=C(N1)C(=NC=C2)C=2C=NN(C2)C)=O)C2CC(CCC2)O